NCCCCCCCCCCCCNCCCCCCCCCCCCN N'-(12-aminododecyl)-dodecan-1,12-diamin